O1CCC2=C1C=C(C=C2)C=2C=C(C=NC2)C(=O)N2C1C(OCC2)CCCC1 (5-(2,3-dihydrobenzofuran-6-yl)pyridin-3-yl)(octahydro-4H-benzo[b][1,4]oxazin-4-yl)methanone